(R)-2-oxo-1-phenyl-2-(pyridin-3-ylamino)ethyl 3-amino-6-(1-(1-(tert-butoxycarbonyl)piperidin-4-yl)-1H-pyrazol-4-yl)pyrazine-2-carboxylate NC=1C(=NC(=CN1)C=1C=NN(C1)C1CCN(CC1)C(=O)OC(C)(C)C)C(=O)O[C@@H](C(NC=1C=NC=CC1)=O)C1=CC=CC=C1